ClC1=CC=C(C=C1)NC([C@H](C)OC1=CC=C(C(=O)O)C=C1)=O (S)-4-((1-((4-chlorophenyl)amino)-1-oxopropan-2-yl)oxy)benzoic acid